(R)-N-(6-(2-(2,5-difluorophenyl)pyrrolidin-1-yl)imidazo[1,2-b]pyridazin-3-yl)-4-(methylsulfonamido)benzamide FC1=C(C=C(C=C1)F)[C@@H]1N(CCC1)C=1C=CC=2N(N1)C(=CN2)NC(C2=CC=C(C=C2)NS(=O)(=O)C)=O